BrC1=CC2=C(N=CN2)C=C1Br 5,6-dibromobenzimidazole